CC1=C(COC23CCC(CC2)O3)C=CC=C1 (2-methylbenzyl)oxyl-7-oxabicyclo[2.2.1]heptane